FC1=C(C=CC=C1)CNCC=1C=CC=2N(C1)C=C(N2)CNC(=O)C=2N=C1N(C(C2)=O)C=CC=C1 N-{[6-({[(2-fluorophenyl)methyl]amino}methyl)imidazo[1,2-a]pyridin-2-yl]methyl}-4-oxo-4H-pyrido[1,2-a]pyrimidine-2-carboxamide